2-((S)-1-acryloyl-4-(7-(8-chloronaphthalen-1-yl)-2-(((S)-1-methylpyrrolidin-2-yl)methoxy)pyridino[2,3-d]pyrimidin-4-yl)piperazin-2-yl)acetonitrile C(C=C)(=O)N1[C@H](CN(CC1)C=1C2=C(N=C(N1)OC[C@H]1N(CCC1)C)N=C(C=C2)C2=CC=CC1=CC=CC(=C21)Cl)CC#N